1-bromo-3-chloro-5-(isopentyloxy)benzene BrC1=CC(=CC(=C1)OCCC(C)C)Cl